CC(C)C[C@@H](CO)N (+)-leucinol